BrCC1=CC=C(C=C)C=C1 para-bromomethyl-styrene